COC1=NC=CC=C1C=1C=NN2C1N=C(C=C2)NCCNC(OC(C)C)=O isopropyl (2-((3-(2-methoxypyridin-3-yl)pyrazolo[1,5-a]pyrimidin-5-yl)amino)ethyl)carbamate